ClC1=CC2=C(C(\C(\N(S2(=O)=O)C)=C(\NC2=NC=CC=C2)/O)=O)S1 (3E)-6-chloro-3-[hydroxy(pyridin-2-ylamino)methylene]-2-methyl-2,3-dihydro-4H-thieno[2,3-e][1,2]thiazin-4-one 1,1-dioxide